6-(2,4-dimethoxypyrimidin-5-yl)-3-(fluoromethyl)-4-((1s,2r)-2-isopropylcyclopropyl)pyridazine COC1=NC=C(C(=N1)OC)C1=CC(=C(N=N1)CF)[C@@H]1[C@H](C1)C(C)C